oxacyclobutyl-azacyclopentyl-oxacyclopentyl-oxacyclohexyl-triazine O1C(CC1)C1(OCCCC1)C1=NN=NC(=C1C1OCCC1)N1CCCC1